C(C)N(CCCC(=O)O)CC 4-(diethylamino)butanoic acid